(3s,6s,8as)-6-amino-5-oxoindolizine-3-carboxylic acid tert-butyl ester C(C)(C)(C)OC(=O)[C@@H]1C=CC2=CC=C(C(N12)=O)N